ClC1=CC=C(C=C1)C1=C(C=CC=C1)CN1CC2CCC(C1)N2C=2C=C1C(N(C(C1=CC2)=O)C2C(NC(CC2)=O)=O)=O 5-(3-((4'-chloro-[1,1'-biphenyl]-2-yl)methyl)-3,8-diazabicyclo[3.2.1]octane-8-yl)-2-(2,6-dioxopiperidin-3-yl)isoindoline-1,3-dione